5-(3-Benzamidopropoxy)-4-methoxy-2-nitrobenzoic acid methyl ester COC(C1=C(C=C(C(=C1)OCCCNC(C1=CC=CC=C1)=O)OC)[N+](=O)[O-])=O